trimethyl-1H-pyrazole-5-carboxamide, sodium salt [Na+].CC=1C(=NN(C1C(=O)[NH-])C)C